[F-].C(CCCCCCCC)[NH+]1C(CCCC1)C 1-Nonyl-2-Methylpiperidinium fluorid